5-chloro-N-((2-(2,6-dioxopiperidin-3-yl)-1-oxoisoindolin-5-yl)methyl)-3-methylbenzo[b]thiophene-2-carboxamide ClC1=CC2=C(SC(=C2C)C(=O)NCC=2C=C3CN(C(C3=CC2)=O)C2C(NC(CC2)=O)=O)C=C1